[C@H]12CNC[C@H](CC1)N2C2=NC(=NC=1CC3(CCC21)CCCC2=CC=CC=C23)OC[C@H]2N(CCC2)C(C)C 4'-((1R,5S)-3,8-Diazabicyclo[3.2.1]octan-8-yl)-2'-(((S)-1-isopropylpyrrolidin-2-yl)methoxy)-3,4,5',8'-tetrahydro-2H,6'H-spiro[naphthalene-1,7'-quinazoline]